C(CC)N(CCCCC(=O)OCCOCCOCCOCCOCC(COCCCCCCCC(=O)OC\C=C/CCCCCC)OCCCCCCCC(=O)OC\C=C/CCCCCC)CCC [(Z)-non-2-enyl] 8-[3-[2-[2-[2-[2-[5-(dipropylamino)pentanoyloxy]ethoxy]ethoxy]ethoxy]ethoxy]-2-[8-[(Z)-non-2-enoxy]-8-oxo-octoxy]propoxy]octanoate